OC1C=C(C=CC1(C(=O)O)C(=O)O)C1=CC=CC=C1 3-hydroxy-4,4-biphenyldicarboxylic acid